C(N)(=O)C(C(=O)N)=C carbamoyl-acrylamide